O1[C@@H](COCC1)COC=1N2CCC3=C(C2=C(C(C1)=O)C)C=CC(=C3)OCCOC(F)(F)F 4-[[(2S)-1,4-dioxan-2-yl]methoxy]-1-methyl-9-[2-(trifluoromethoxy)ethoxy]-6,7-dihydrobenzo[a]quinolizin-2-one